14-tetradecylamine CCCCCCCCCCCCCCN